oxy-((S)-(1-cyclohexyloxycarbonyl)ethylamino)-phosphoryl chloride O(P(=O)(NCCC(=O)OC1CCCCC1)Cl)Cl